C1(=CC=CC=C1)C1=CC=2C(=NC=CC2C2=CN(C3=CC=C(C=C23)C#CC2(CCCCC2)O)S(=O)(=O)C2=CC=CC=C2)N1S(=O)(=O)C1=CC=CC=C1 ((3-(2-phenyl-1-(benzenesulfonyl)-1H-pyrrolo[2,3-b]pyridin-4-yl)-1-(benzenesulfonyl)-1H-indol-5-yl)ethynyl)cyclohexane-1-ol